O.[Fe](I)(I)I ferric iodide hydrate